CN1CCN(CC1)CCNC1=NC2=CN=CC=C2C2=C1NC1=C2C=CN=C1 N-(2-(4-methylpiperazin-1-yl)ethyl)-7H-pyrido[4',3':4,5]pyrrolo[2,3-c][1,7]naphthyridin-6-amine